C(N)(=O)C1=CC(=C(C=C1)B(O)O)F (4-carbamoyl-2-fluoro-phenyl)boronic acid